4-(2-chloro-4-methylphenyl)-1H-imidazole-2-carbonitrile ClC1=C(C=CC(=C1)C)C=1N=C(NC1)C#N